Cl.Cl.CN(C1=CC=C(N=N1)C1=NC=C(C=C1O)C=1C=NNC1)C1CC(NC(C1)(C)C)(C)C 2-{6-[methyl-(2,2,6,6-tetramethylpiperidin-4-yl)amino]pyridazin-3-yl}-5-(1H-pyrazol-4-yl)pyridin-3-ol dihydrochloride